Diphosphoric acid P(=O)(O)(O)OP(=O)(O)O